C1(CC1)C1=NC=NC(=C1C1=NC=C(C(=N1)OCC1=CC=C(C=C1)C=1N(C=C(N1)C(F)(F)F)CC(F)(F)F)C)OC 2-(4-cyclopropyl-6-methoxy-pyrimidin-5-yl)-5-methyl-4-[[4-[1-(2,2,2-trifluoroethyl)-4-(trifluoromethyl)imidazol-2-yl]phenyl]methoxy]pyrimidine